N-(5-cyclopropyl-1H-pyrazol-3-yl)-2-[1-(1,3-thiazol-4-yl)-1H-pyrazol-4-yl]acetamide C1(CC1)C1=CC(=NN1)NC(CC=1C=NN(C1)C=1N=CSC1)=O